O1C(OCC1)C=1C=CC(=NC1)C=1C(=C(C=CC1)NC=1C=C(C=2N(N1)C(=CN2)C(=O)NC2C(C2)C)N(C)CC2=CC=C(C=C2)OC)OC 6-({3-[5-(1,3-dioxolan-2-yl)pyridin-2-yl]-2-methoxyphenyl}amino)-8-{[(4-methoxyphenyl)methyl](methyl)amino}-N-(2-methylcyclopropyl)imidazo[1,2-b]pyridazine-3-carboxamide